tert-butyl 6-[4-(3-chloro-4-fluoro-anilino)pyrido[3,2-d]pyrimidin-6-yl]-1,6-diazaspiro[3.3]heptane-1-carboxylate ClC=1C=C(NC=2C3=C(N=CN2)C=CC(=N3)N3CC2(CCN2C(=O)OC(C)(C)C)C3)C=CC1F